Ethyl (1aR,5aR)-1-(Pyridin-4-yl)-1a,2,5,5a-tetrahydro-1H-2,3-diaza-cyclopropa[a]pentalene-4-carboxylate N1=CC=C(C=C1)C1[C@H]2[C@@H]1CC=1C(=NNC21)C(=O)OCC